methyl (2S,4S)-4-[3-(4,4,5,5-tetramethyl-1,3,2-dioxaborolan-2-yl)phenoxy]pyrrolidine-2-carboxylate CC1(OB(OC1(C)C)C=1C=C(O[C@H]2C[C@H](NC2)C(=O)OC)C=CC1)C